C(C1=CC=CC=C1)(=O)N e-benzamide